(5-((6-((S)-3-benzylisooxazolidin-2-yl)pyrimidin-4-yl)amino)-4-methoxy-2-(2-methyl-1H-imidazol-1-yl)phenyl)acrylamide C(C1=CC=CC=C1)[C@@H]1N(OCC1)C1=CC(=NC=N1)NC=1C(=CC(=C(C1)C(C(=O)N)=C)N1C(=NC=C1)C)OC